C(CCCCC(=O)O)(=O)O.O1C(=C(C=C1)C(=O)O)C(=O)O furandicarboxylic acid adipate